BrC1=CC=C(C=C1)NC(=O)C1=NC=CC(=C1)C(=O)NC1=CC=C(C=C1)Br N2,N4-bis(4-bromophenyl)pyridine-2,4-dicarboxamide